benzyl (6-formylpyridin-2-yl)carbamate C(=O)C1=CC=CC(=N1)NC(OCC1=CC=CC=C1)=O